C1(=CC=CC=C1)S(=O)(=O)O.NCC(=O)OCN1N=CC(=C1)C=1SC=C(N1)C(NC=1C(=NN(C1)C1CCC(CC1)OCC)C1=NC(=CC=C1F)F)=O (4-(4-((3-(3,6-difluoropyridin-2-yl)-1-((1r,4r)-4-ethoxycyclohexyl)-1H-pyrazol-4-yl)carbamoyl)thiazol-2-yl)-1H-pyrazol-1-yl)methyl Glycinate Benzenesulfonic Acid Salt